N-(4-methoxy-2-(methyl(2-(methylamino)ethyl)amino)-5-((4-(5-methylimidazo[1,5-a]-pyridin-1-yl)pyrimidin-2-yl)amino)phenyl)but-2-ynamide COC1=CC(=C(C=C1NC1=NC=CC(=N1)C=1N=CN2C1C=CC=C2C)NC(C#CC)=O)N(CCNC)C